tert-butyl N-(1-{[1-(2,6-dioxopiperidin-3-yl)-3-methyl-2-oxo-1,3-benzodiazol-4-yl]methyl}piperidin-4-yl)-N-methylcarbamate O=C1NC(CCC1N1C(N(C2=C1C=CC=C2CN2CCC(CC2)N(C(OC(C)(C)C)=O)C)C)=O)=O